P(=O)(O)(O)[O-].[Al+3].P(=O)(O)(O)[O-].P(=O)(O)(O)[O-] Aluminium dihydrogen-phosphat